((2-(pyridin-4-ylamino)ethoxy)carbonyl)azane N1=CC=C(C=C1)NCCOC(=O)N